[Ru].BrCCCC=1C=CC=CC1 3-(bromopropyl)benzene ruthenium